(R)-N'-((2-(tert-butyl)-3-methyl-6,7-dihydro-5H-cyclopenta[b]pyridin-4-yl)carbamoyl)-4-(2-hydroxypropan-2-yl)thiophene-2-sulfonimidamide C(C)(C)(C)C1=C(C(=C2C(=N1)CCC2)NC(=O)N=[S@](=O)(N)C=2SC=C(C2)C(C)(C)O)C